COC1=CC=C(C=C1)NC(COC1=CC=C2C=CC(=CC2=C1)CCC(=O)O)=O 3-(7-(2-((4-Methoxyphenyl)amino)-2-oxoethoxy)naphthalen-2-yl)propanoic acid